OCCOC1=CC=C(C=C1)OS(=O)(=O)C1=CC=C(C=C1)OCCO bis(4-β-hydroxyethoxyphenyl)sulfonic acid